1-(2-(butoxyimino)-7,7-dimethylbicyclo[2.2.1]hept-1-yl)-N-(4-chlorophenyl)methanesulfonamide iron-aluminum chromium [Cr].[Al].[Fe].C(CCC)ON=C1C2(CCC(C1)C2(C)C)CS(=O)(=O)NC2=CC=C(C=C2)Cl